trans-oxetan-3-yl N-[4-[5-[2-(tert-butylsulfamoyl)-4-[(4-nitrophenoxy)carbonylamino]phenyl]thiazol-2-yl]cyclohexyl]carbamate C(C)(C)(C)NS(=O)(=O)C1=C(C=CC(=C1)NC(=O)OC1=CC=C(C=C1)[N+](=O)[O-])C1=CN=C(S1)[C@@H]1CC[C@H](CC1)NC(OC1COC1)=O